2-(2,2,2-Trifluoro-acetylamino)-5,6,7,8-tetrahydro-4H-cyclohepta[b]thiophene-3-carboxylic acid (4-trifluoromethyl-phenyl)-amide FC(C1=CC=C(C=C1)NC(=O)C=1C2=C(SC1NC(C(F)(F)F)=O)CCCCC2)(F)F